N-methyl-1-[1-(1,2,4-triazol-1-yl)-4-isoquinolinyl]ethylamine CNC(C)C1=CN=C(C2=CC=CC=C12)N1N=CN=C1